N-[4-[8-amino-6-methyl-3-(trideuteriomethyl)imidazo[1,5-a]pyrazin-1-yl]-3-fluoro-phenyl]-2-hydroxy-2-[3-(trifluoromethyl)phenyl]acetamide NC=1C=2N(C=C(N1)C)C(=NC2C2=C(C=C(C=C2)NC(C(C2=CC(=CC=C2)C(F)(F)F)O)=O)F)C([2H])([2H])[2H]